C(C)(=O)O[C@@H](C(=O)OC1COC(CC1)C)C 6-methyltetrahydro-2H-pyran-3-yl (R)-2-acetoxypropanoate